Cl.Cl.Cl.Cl.O=C1NC2=NC=CC=C2C12CC=1C(=NC=C(C1)C(=O)O)C2 2-oxo-spiro[1H-pyrrolo[2,3-b]pyridine-3,6'-5,7-dihydro-cyclopenta[b]pyridine]-3'-carboxylic acid tetrahydrochloride